(2S,4r)-1-[(2S)-3,3-dimethyl-2-[4-(2-phenoxyethyl)triazol-1-yl]butyryl]-4-hydroxy-N-methyl-pyrrolidine-2-carboxamide CC([C@@H](C(=O)N1[C@@H](C[C@H](C1)O)C(=O)NC)N1N=NC(=C1)CCOC1=CC=CC=C1)(C)C